6-bromo-1H-pyrazolo[4,3-c]pyridine-3-carbaldehyde BrC1=CC2=C(C=N1)C(=NN2)C=O